C(C)(C)(C)C1N(CCC1C1=NC(=CC=C1)C=1C=NN2C1C=C(C=C2)Cl)C(=O)[O-].C(C)(=O)OCC[N+](C)(C)C Acetylcholin Tert-butyl-3-(6-(5-chloropyrazolo[1,5-a]pyridin-3-yl)pyridin-2-yl)pyrrolidine-1-carboxylate